[Cl-].Cl[Si](C)(C)C[N+]1(CCCC1)C 1-{(chlorodimethylsilyl)methyl}-1-methylpyrrolidinium chloride